C(#N)[C@@](C(=O)N1C[C@@H](N(C[C@H]1C)C=1C2=C(N=CN1)N(CC21CCC1)C1=NC=CC(=C1)C#N)C)(C(F)F)C 2-[4-[(2S,5R)-4-[(2S)-2-cyano-3,3-difluoro-2-methylpropanoyl]-2,5-dimethylpiperazin-1-yl]spiro[6H-pyrrolo[2,3-d]pyrimidine-5,1'-cyclobutane]-7-yl]pyridine-4-carbonitrile